trans-pinane C[C@@H]1CC[C@@H]2C[C@H]1C2(C)C